diethoxytitanium bis(ethylacetoacetate) C(C)CC(CC(=O)[O-])=O.C(C)CC(CC(=O)[O-])=O.C(C)O[Ti+2]OCC